COC1=CC=C(CN2CCN(CC2)C=2SC(=C(N2)C(NC2=CC3=CN(N=C3C=C2)C)=O)NC(OC(C)(C)C)=O)C=C1 tert-butyl (2-(4-(4-methoxybenzyl)piperazin-1-yl)-4-((2-methyl-2H-indazol-5-yl)carbamoyl)thiazol-5-yl)carbamate